N1(N=CC=C1)C1=CC2=C(NC=N2)C=C1NC(=O)C1(CC1)C N-(5-(1H-pyrazol-1-yl)-1H-benzo[d]imidazol-6-yl)-1-methylcyclopropane-1-carboxamide